(S)-(5-methyl-5-azaspiro[2.4]heptan-6-yl)methanol methyl-16-((3-((((((R)-1-(6-amino-9H-purin-9-yl)propan-2-yl)oxy)methyl)(hydroxy)phosphoryl)oxy)propyl)thio)hexadecanoate CC(C(=O)OC[C@H]1N(CC2(CC2)C1)C)CCCCCCCCCCCCCCSCCCOP(=O)(O)CO[C@@H](CN1C2=NC=NC(=C2N=C1)N)C